ClC1=NC=C(C(=N1)NCC1=CC(=C(C=C1)C=1N(C=C(N1)C(F)(F)F)C)F)C1(CC1)O 1-(2-Chloro-4-((3-fluoro-4-(1-methyl-4-(trifluoromethyl)-1H-imidazol-2-yl)benzyl)amino)pyrimidine-5-yl)cyclopropan-1-ol